diphenylmethylene(cyclopentadienyl)(2,7-di-t-butyl-fluorenyl)zirconium dichloride [Cl-].[Cl-].C1(=CC=CC=C1)C(C1=CC=CC=C1)=[Zr+2](C1=C(C=CC=2C3=CC=C(C=C3CC12)C(C)(C)C)C(C)(C)C)C1C=CC=C1